phenyl-d5-Boric acid C1(=C(C(=C(C(=C1[2H])[2H])[2H])[2H])[2H])OB(O)O